chloroacetonyl-o-hydroxybenzamidine ClCC(CC=1C(=C(C(=N)N)C=CC1)O)=O